ClC1=C(C=CC=2C3=C(NC12)CN(C3C)C(=O)C3=NC=C(C=N3)OC)Cl (5,6-dichloro-1-methyl-3,4-dihydropyrrolo[3,4-b]indol-2(1H)-yl)(5-methoxypyrimidin-2-yl)methanone